OCC(CO)(CO)NCC(=O)O N-[2-hydroxy-1,1-bis(hydroxymethyl)ethyl]glycine